3,6,10-trimethyl-8,11-dihydro-7H-cyclodeca[b]furan-4-one CC=1C2=C(OC1)CC(=CCCC(=CC2=O)C)C